CC1=CC=C(S1)N1C(CN(CC1)C/C=C/C#N)=O (E)-4-(4-(5-methylthiophen-2-yl)-3-oxopiperazin-1-yl)but-2-enenitrile